3-(1H-Benzo[d]imidazol-6-yl)-2-(4-phenoxyphenyl)thiazolidine-4-thion N1C=NC2=C1C=C(C=C2)N2C(SCC2=S)C2=CC=C(C=C2)OC2=CC=CC=C2